C(C)(C)(C)N1N=C(C=C1NC(OCC1=CC=CC=C1)=O)[C@@H]1C[C@@H](CC1)OC(NC(C)(C)C)=O benzyl (1-(tert-butyl)-3-((1S,3R)-3-((tert-butylcarbamoyl)oxy)cyclopentyl)-1H-pyrazol-5-yl)carbamate